OCCS(=O)(=O)NC1=CC(=C(C(=O)NC2=NC(=NC=C2)N2C[C@@H](OCC2)C)C=C1)N1CCC2(CC2)CC1 (S)-4-((2-Hydroxyethyl)sulfonamido)-N-(2-(2-methylmorpholino)pyrimidin-4-yl)-2-(6-azaspiro[2.5]octan-6-yl)benzamide